2-(2,5-dioxapiperazin-1-yl)butanamide N1(OCNOC1)C(C(=O)N)CC